FC(F)(F)C1=C(C=CC=C1)C1=C2C(=NC=C1)ON=C2N 4-(Trifluoromethylphenyl)isoxazolo[5,4-b]pyridin-3-amine